C12CCC2C1 bicyclo[2.1.0]pentane